4-(4-((1-(4-methoxybenzyl)azetidin-3-yl)sulfonyl)-3,4-dihydro-2H-pyrido[4,3-b][1,4]oxazin-8-yl)-benzonitrile COC1=CC=C(CN2CC(C2)S(=O)(=O)N2C3=C(OCC2)C(=CN=C3)C3=CC=C(C#N)C=C3)C=C1